1,4,2-Dioxazinan-2-ALDEHYD O1N(COCC1)C=O